C(CCCCCCCCCC)C1=NOC(=N1)CC(C(=O)O)=C 2-((3-undecyl-1,2,4-oxadiazol-5-yl)methyl)acrylic acid